tetraphenylphosphonium tetrakis(4-methylphenyl)borate CC1=CC=C(C=C1)[B-](C1=CC=C(C=C1)C)(C1=CC=C(C=C1)C)C1=CC=C(C=C1)C.C1(=CC=CC=C1)[P+](C1=CC=CC=C1)(C1=CC=CC=C1)C1=CC=CC=C1